sulfydryl-succinic acid SC(C(=O)O)CC(=O)O